2-hydroxy-ethyl 2-methylpropionate CC(C(=O)OCCO)C